The molecule is a non-proteinogenic alpha-amino acid that is histidine in which the methyl group is located at the Calpha-position. It has a role as a human urinary metabolite. It derives from a histidine. CC(CC1=CN=CN1)(C(=O)O)N